(2R,3S)-2-(3-(4-chloro-1H-benzo[d]imidazol-1-yl)propyl)piperidin-3-ol ClC1=CC=CC=2N(C=NC21)CCC[C@H]2NCCC[C@@H]2O